5-(4-(2-(4-(2,6-Dioxopiperidin-3-yl)phenyl)-2-azaspiro[3.3]heptan-6-yl)-piperazin-1-yl)-2-((S)-1-(3-ethoxy-4-methoxyphenyl)-2-(methylsulfonyl)ethyl)isoindoline-1,3-dione O=C1NC(CCC1C1=CC=C(C=C1)N1CC2(C1)CC(C2)N2CCN(CC2)C=2C=C1C(N(C(C1=CC2)=O)[C@H](CS(=O)(=O)C)C2=CC(=C(C=C2)OC)OCC)=O)=O